FC=1C(=NC(=NC1)N1CCNCC(C1)C)NC=1C=C2C=NNC2=CC1 N-(5-fluoro-2-(6-methyl-1,4-diazepan-1-yl)pyrimidin-4-yl)-1H-indazol-5-amine